(R)-2-amino-3-(4-bromo-2,6-difluorophenyl)propanoic acid hydrochloride Cl.N[C@@H](C(=O)O)CC1=C(C=C(C=C1F)Br)F